ClC1=CC=C(C=C1)C1=C(C(=NN1)C1=C(C=CC=C1)OC)O 5-(4-chlorophenyl)-3-(2-methoxyphenyl)-4-hydroxy-1H-pyrazole